2-[(2R)-3-(3,4-dihydro-1H-isoquinolin-2-yl)-2-hydroxy-propyl]-6-(3,5-dimethyl-1-piperidinyl)-3,4-dihydroisoquinolin-1-one C1N(CCC2=CC=CC=C12)C[C@H](CN1C(C2=CC=C(C=C2CC1)N1CC(CC(C1)C)C)=O)O